C(C(CCCC(CO)O)O)O 1,2,6,7-Heptanetetraol